The molecule is an amino trisaccharide comprised of an 6-sulfated N-acetylglucosamine residue linked beta(1->3) to a galactose residue, which is itself linked beta(1->4) to an N-acetylglucosamine residue. It has a role as an epitope. It is an amino trisaccharide and an oligosaccharide sulfate. CC(=O)N[C@@H]1[C@H]([C@@H]([C@H](O[C@H]1O)CO)O[C@H]2[C@@H]([C@H]([C@H]([C@H](O2)CO)O)O[C@H]3[C@@H]([C@H]([C@@H]([C@H](O3)COS(=O)(=O)O)O)O)NC(=O)C)O)O